ClC1=CC=CN(N1)C=1C=NC(=CC1)N[C@@H]1C[C@H](CC1)NC=1N=NC(=CN1)C 6-Chloro-2-(6-(((1S,3S)-3-((6-methyl-1,2,4-triazin-3-yl)amino)cyclopentyl)amino)pyridin-3-yl)pyridazin